(S)-(1-oxopent-4-en-2-yl)carbamic acid tert-butyl ester C(C)(C)(C)OC(N[C@H](C=O)CC=C)=O